C1(CC1)[C@H](C1=CC=2N(N=C1)C=C(N2)[C@@H](NC(=O)[C@H]2CC21CCC1)C1CCC(CC1)(F)F)NC(CCC(F)(F)F)=O |o1:3,17| (S*)-N-((S)-(7-((R*)-Cyclopropyl(4,4,4-trifluorobutanamido)methyl)imidazo[1,2-b]pyridazin-2-yl)(4,4-difluorocyclohexyl)methyl)spiro[2.3]hexane-1-carboxamide